4-(3-cyclopentyl-7-fluoro-2-methyl-2H-indazol-5-yl)-N-(5-((4-ethylpiperazin-1-yl)methyl)pyridin-2-yl)-5-fluoropyrimidin-2-amine C1(CCCC1)C=1N(N=C2C(=CC(=CC12)C1=NC(=NC=C1F)NC1=NC=C(C=C1)CN1CCN(CC1)CC)F)C